O[C@@H]1CC[C@@H]([C@H](/C=C/[C@@H]([C@H](C(C(C1)=O)=O)/C(=C/C=1C=NN(C1)C)/C)C)OC(=O)N1CCN(CC1)C)C 4-methylpiperazine-1-carboxylic acid [(2s,3s,4E,6r,7s,10r)-10-hydroxy-3,7-dimethyl-2-[(E)-1-(1-methylpyrazol-4-yl) prop-1-en-2-yl]-12-oxo-1-oxocyclododec-4-en-6-yl] ester